ClC=1C=C2CCN(CC2=CC1)C(C(F)(F)F)=O 1-(6-chloro-3,4-dihydroisoquinolin-2(1H)-yl)-2,2,2-trifluoroethan-1-one